3-cyclohexanedimethanamide C1(CC(CCC1)C(=O)N)C(=O)N